4-(5,5-dimethyl-2-(6-methylpyridin-2-yl)-6,7-dihydropyrido[2,3-d]pyrimidin-8(5H)-yl)pyridin-2-amine CC1(CCN(C=2N=C(N=CC21)C2=NC(=CC=C2)C)C2=CC(=NC=C2)N)C